1-(1H-Benzo[d]imidazol-6-yl)-5-(2,3-difluorophenyl)-3-hydroxy-4-methyl-1H-pyrrol-2(5H)-on N1C=NC2=C1C=C(C=C2)N2C(C(=C(C2C2=C(C(=CC=C2)F)F)C)O)=O